5-trifluoromethyl-2,4-bistrimethylsiloxypyrimidine FC(C=1C(=NC(=NC1)O[Si](C)(C)C)O[Si](C)(C)C)(F)F